C1NCC12CN(CC2)C(=O)N2CCC(CC2)N2N=CC(=C2)C=2C=C(C=1N(C2)N=CC1C#N)OC 6-(1-(1-(2,6-diazaspiro[3.4]octane-6-carbonyl)piperidin-4-yl)-1H-pyrazol-4-yl)-4-methoxypyrazolo[1,5-a]pyridine-3-carbonitrile